C1=C(C=CC2=CC=CC=C12)CCCC=C 5-(2-naphthyl)-1-pentene